BrC=1C(=NC(=NC1)NC=1C(=NN(C1)[C@H]1[C@H](C1)C#N)C1CC1)OC (1S,2R)-2-[4-[(5-bromo-4-methoxy-pyrimidin-2-yl)amino]-3-cyclopropyl-pyrazol-1-yl]Cyclopropanecarbonitrile